FC=1C=C(C=CC1OC1=NC(=CC=C1)C)C1=C2N(C=3N=CN=CC31)CCN2 5-(3-fluoro-4-((6-methylpyridin-2-yl)oxy)phenyl)-7,8-dihydro-6H-imidazo[1',2':1,5]pyrrolo[2,3-d]pyrimidine